(S)-N-cyclopropyl-3-(4-(5-(3,5-dichloro-4-fluorophenyl)-5-(trifluoromethyl)-4,5-dihydroisoxazol-3-yl)phenyl)-3-fluoroazetidine-1-carboxamide C1(CC1)NC(=O)N1CC(C1)(F)C1=CC=C(C=C1)C1=NO[C@](C1)(C(F)(F)F)C1=CC(=C(C(=C1)Cl)F)Cl